silver chloride titanium [Ti].[Ag]Cl